ClC(C=C)C 3-chloro-1-butene